2-[4-[(2-hydroxy-3-tridecyloxypropyl)oxy]-2-hydroxyphenyl]-4,6-bis(2,4-dimethylphenyl)-6-(2-hydroxy-4-isooctyloxyphenyl)-S-triazine OC(COC1=CC(=C(C=C1)C=1NC(N=C(N1)C1=C(C=C(C=C1)C)C)(C1=C(C=C(C=C1)OCCCCCC(C)C)O)C1=C(C=C(C=C1)C)C)O)COCCCCCCCCCCCCC